C(C)OC=1C=C(C=C(C1C)OCC)C(C)N(C(=O)NC1(CCCC1)P(O)(O)=O)CCCCC1=CC=CC=C1 [1-({[1-(3,5-Diethoxy-4-Methylphenyl)Ethyl](4-Phenylbutyl)Carbamoyl}Amino)Cyclopentyl]Phosphonic Acid